ClC1=C(C=NN(C1=O)C1OCCCC1)C(C#N)C1=C(C(=NC=C1)NCC1=C(C=C(C=C1)OC)OC)F 2-(5-chloro-6-oxo-1-(tetrahydro-2H-pyran-2-yl)-1,6-dihydropyridazin-4-yl)-2-(2-((2,4-dimethoxybenzyl)amino)-3-fluoropyridin-4-yl)acetonitrile